COC(C1=C(N=C(C=C1)N1C=NC2=C1C=C(C(=C2)OC)OC)Cl)=O 2-chloro-6-(5,6-dimethoxy-1H-benzo[d]imidazol-1-yl)nicotinic acid methyl ester